ClC1=C(C=CC(=C1)C(F)(F)F)NC(=O)CN1C=2N(C(C(=C1CC)N1CCN(CC1)C(=O)OC(C)(C)C)=O)N=C(N2)C2=CC1=C(COC1)C=C2 tert-butyl 4-[4-({[2-chloro-4-(trifluoromethyl)phenyl]carbamoyl}methyl)-2-(1,3-dihydro-2-benzofuran-5-yl)-5-ethyl-7-oxo-[1,2,4]triazolo[1,5-a]pyrimidin-6-yl]piperazine-1-carboxylate